N[C@H](C(=O)O)CC=1C(N(C=CC1)C)=O (S)-2-amino-3-(1-methyl-2-oxo-1,2-dihydropyridin-3-yl)propanoic acid